C(C)(=O)N1[C@H]([C@H](CCC1)NS(=O)(=O)C1CCCCC1)CO[C@@H]1CC[C@@H](CC1)C(C)C N-(cis-1-acetyl-2-(((cis-4-isopropylcyclohexyl)oxy)methyl)-piperidin-3-yl)cyclohexanesulfonamide